N-((1R,2R)-2-fluorocyclohexyl)-2-(1-methyl-1H-pyrazol-4-yl)thiazole-4-carboxamide F[C@H]1[C@@H](CCCC1)NC(=O)C=1N=C(SC1)C=1C=NN(C1)C